(2R,6S)-N-(4-(4-fluorophenyl)-5-(4-methylquinazolin-6-yl)pyrimidin-2-yl)-2,6-dimethylmorpholine-4-carboxamide FC1=CC=C(C=C1)C1=NC(=NC=C1C=1C=C2C(=NC=NC2=CC1)C)NC(=O)N1C[C@H](O[C@H](C1)C)C